N-methoxyethyl-N-methyldiethylammonium bis(trifluoromethanesulfonyl)imide salt [N-](S(=O)(=O)C(F)(F)F)S(=O)(=O)C(F)(F)F.COCC[N+](C)(CC)CC